C(C)(C)(C)OC(=O)NCCC(=O)NCCCNC1=NC2=C(C3=CN=CC=C13)C=CC(=C2)C(=O)O 5-((3-(3-((Tert-butoxycarbonyl)amino)propanamido)propyl)amino)benzo[c][2,6]naphthyridine-8-carboxylic acid